CCOC1=CC=C(C=C1)N=CC2=CC=C(C=C2)C#N 4'-cyanobenzylidene-4-ethoxyaniline